2-(4-methoxyphenyl)-4H-benzopyran-4-one COC1=CC=C(C=C1)C=1OC2=C(C(C1)=O)C=CC=C2